1-{[(1-Ethynyl-3,3-difluorocyclobutyl)amino](oxo)acetyl}-N-(3,4,5-trifluorophenyl)pyrrolidine-3-carboxamide C(#C)C1(CC(C1)(F)F)NC(C(=O)N1CC(CC1)C(=O)NC1=CC(=C(C(=C1)F)F)F)=O